4,4-difluorocyclohexyl-(methyl)-1-isopropyl-1H-pyrazole-5-carboxamide FC1(CCC(CC1)C=1C(=NN(C1C(=O)N)C(C)C)C)F